(R,S)-3-Hydroxy-1-methyl-3-(1H-pyrazol-4-yl)pyrrolidin-2-one O[C@@]1(C(N(CC1)C)=O)C=1C=NNC1